S-({(1r,4r)-4-[(tert-butoxycarbonyl)amino]cyclohexyl}methyl) ethanethioate C(C)(SCC1CCC(CC1)NC(=O)OC(C)(C)C)=O